Cl.NCC(=O)C=1N=CSC1C 2-amino-1-(5-methyl-1,3-thiazol-4-yl)ethan-1-one hydrogen chloride